Cl.C[C@H]1CC(NCC1)C1=NC=C(C=C1)C(F)(F)F 2-((4R)-4-methylpiperidin-2-yl)-5-(trifluoromethyl)pyridine hydrochloride